CN(C)CCCC(C(=O)N)(C)C dimethylaminopropyl-methylpropionamide